N-cyclohexyl-3-((4-((7-ethoxy-6-methoxyquinolin-4-yl)oxy)-3-fluorophenyl)amino)-1-methyl-1H-pyrazole-4-carboxamide C1(CCCCC1)NC(=O)C=1C(=NN(C1)C)NC1=CC(=C(C=C1)OC1=CC=NC2=CC(=C(C=C12)OC)OCC)F